(R)-N-(3-(7-methyl-1H-indazol-5-yl)-1-(4-(1-methylpiperidin-4-yl)piperazin-1-yl)-1-oxopropan-2-yl)-4-(7-oxo-3,4,7,8-tetrahydro-2H-thiopyrano[2,3-b]pyridin-6-yl)piperidine-1-carboxamide CC=1C=C(C=C2C=NNC12)C[C@H](C(=O)N1CCN(CC1)C1CCN(CC1)C)NC(=O)N1CCC(CC1)C1=CC2=C(NC1=O)SCCC2